COC(CNC(=O)C=1NC(C=CC1)=O)OC N-(2,2-dimethoxyethyl)-6-oxo-1H-pyridine-2-carboxamide